C(CCC\C=C/C\C=C/C\C=C/C\C=C/CCCCC)(=O)OCCOC(CCC\C=C/C\C=C/C\C=C/C\C=C/CCCCC)=O ethylene glycol diarachidonate